6-(8-heptadecenyl)salicylic acid C(CCCCCCC=CCCCCCCCC)C=1C=CC=C(C1C(=O)O)O